N-(4-(4-(trifluoromethyl)phenyl)oxazol-2-yl)cyclohexanecarboxamide tert-butyl-4-(6-(2,7-dimethyl-2H-indazol-5-yl)-4-oxothieno[3,2-d]pyrimidin-3(4H)-yl)piperidine-1-carboxylate C(C)(C)(C)OC(=O)N1CCC(CC1)N1C=NC2=C(C1=O)SC(=C2)C2=CC1=CN(N=C1C(=C2)C)C.FC(C2=CC=C(C=C2)C=2N=C(OC2)NC(=O)C2CCCCC2)(F)F